N1(C=NC=C1)C1C(=C(C(CC1)(C)C)/C=C/C(=C/C=C/C(=C\C(=O)N1C=NN=C1)/C)/C)C (2Z,4E,6E,8E)-9-(3-(1H-imidazol-1-yl)-2,6,6-trimethylcyclohex-1-en-1-yl)-3,7-dimethyl-1-(4H-1,2,4-triazol-4-yl)nona-2,4,6,8-tetraen-1-one